The molecule is a diterpenoid isolated from Sesquicillium candelabrum and has been shown to act as a blocker of the voltage-gated potassium channel Kv1.3. It has a role as a metabolite and a potassium channel blocker. It is a cyclic ether, a diterpenoid, an organic heterotricyclic compound, a tertiary alcohol, a secondary alcohol, a member of 4-pyranones and a ketene acetal. CC1=C(OC(=C(C1=O)C[C@@H]2C(=C)CC[C@@H]3[C@@]2(CC[C@@H]4[C@]3(C[C@@H]([C@@H](O4)C(C)(C)O)O)C)C)OC)C